((2,6-diethyl-3,4-dihydroquinolin-1(2H)-yl)sulfonyl)-3-((tetrahydro-2H-pyran-4-yl)methoxy)-2-pyridinemethanol C(C)C1N(C2=CC=C(C=C2CC1)CC)S(=O)(=O)C1=C(C(=NC=C1)CO)OCC1CCOCC1